Sodium 1-(4-(4-((3-(3,6-difluoropyridin-2-yl)-1-(trans-4-ethoxycyclohexyl)-1H-pyrazol-4-yl)carbamoyl)thiazol-2-yl)-1H-pyrazol-1-yl)ethyl Hydrogen Phosphate P(=O)(OC(C)N1N=CC(=C1)C=1SC=C(N1)C(NC=1C(=NN(C1)[C@@H]1CC[C@H](CC1)OCC)C1=NC(=CC=C1F)F)=O)(O)[O-].[Na+]